CC12CCC(CC2O1)C1(OC1)C 1-Methyl-4-(2-methyloxiranyl)-7-oxabicyclo[4.1.0]heptan